4-PYRIDIN-2-YLBUTANAL N1=C(C=CC=C1)CCCC=O